FC=1C=C(NC2=NC=C(C(=N2)N[C@H](CO)C2=CC=CC=C2)C(=O)NC)C=CC1S(=O)(=O)C 2-(3-fluoro-4-methylsulfonyl-anilino)-4-[[(1S)-2-hydroxy-1-phenyl-ethyl]amino]-N-methyl-pyrimidin-5-carboxamide